CC1(C2CCC1(C(=O)C2)CS(=O)(=O)O)C (+)-Camphorsulfonic acid